N1N=CC(=C1)CCNC1=NCN(C(=C1C)C)C1CC(C2=CC=CC=C12)(F)F 4-((2-(1H-pyrazol-4-yl)ethyl)amino)-N-(3,3-difluoro-2,3-dihydro-1H-inden-1-yl)-5,6-dimethylpyrimidine